2-((2-(cis-4-hydroxycyclohexyl)-6-ethoxy-2H-indazol-5-yl)carbamoyl)-6-methylpyridine 1-oxide O[C@H]1CC[C@H](CC1)N1N=C2C=C(C(=CC2=C1)NC(=O)C1=[N+](C(=CC=C1)C)[O-])OCC